N-(6-phenylhexyl)propionamide C1(=CC=CC=C1)CCCCCCNC(CC)=O